[Cl-].C(CCCCCCCCCCCCCCC)[N+](C)(C)CCCCCCCCCCCCCCCC biscetyl-dimethyl-ammonium chloride